6-(3-pentenyl)-2H-pyran C(CC=CC)C1=CC=CCO1